(diiodomethyl)-4,4,5,5-tetramethyl-1,3,2-dioxaborolane IC(I)B1OC(C(O1)(C)C)(C)C